tert-butyl (1-(5-bromopyridin-3-yl)propyl)carbamate BrC=1C=C(C=NC1)C(CC)NC(OC(C)(C)C)=O